[Si](C)(C)(C(C)(C)C)OC[C@H](CI)C=1C=NC=C(C1)C1=CC(=C(C=C1)OC)OCCC (R)-3-(1-((tert-butyldimethylsilyl)oxy)-3-iodoprop-2-yl)-5-(4-methoxy-3-propoxyphenyl)pyridine